1-phenyl-3,6-dihydroimidazo[4,5-d]pyrrolo[2,3-b]pyridin-2(1H)-one C1(=CC=CC=C1)N1C(NC=2C1=C1C(=NC2)NC=C1)=O